6-[benzyl-(3,3-difluorocyclobutyl)amino]-5-nitropyridine-2-carbaldehyde C(C1=CC=CC=C1)N(C1=C(C=CC(=N1)C=O)[N+](=O)[O-])C1CC(C1)(F)F